ClC1=C(C=C(C=C1)F)[C@H]1C=2N(CC(N1)=O)C(=NC2NC(=O)C2=NSC1=C2C=C(C=C1F)F)C(NC)=O (S)-N-(8-(2-chloro-5-fluorophenyl)-3-(methylcarbamoyl)-6-oxo-5,6,7,8-tetrahydroimidazo[1,5-a]pyrazin-1-yl)-5,7-difluorobenzo[d]isothiazole-3-carboxamide